ClC1=CC=C(OC2=C(C=C(C=C2F)S(=O)(=O)N2C3(CN(CC2CC3)C(CCN3CCCCC3)=O)C(=O)NO)F)C=C1 8-((4-(4-chlorophenoxy)-3,5-difluorophenyl)sulfonyl)-N-hydroxy-3-(3-(piperidin-1-yl)propanoyl)-3,8-diazabicyclo[3.2.1]octane-1-carboxamide